O1N=C(C=C1)NS(=O)(=O)C=1C=C2C=CC(NC2=CC1)=O N-(ISOXAZOL-3-YL)-2-OXO-1,2-DIHYDROQUINOLINE-6-SULFONAMIDE